iridium (III) hexabromide [Ir-3](Br)(Br)(Br)(Br)(Br)Br